ClC1=C(C(=O)N2CCC(CC2)CN2CCN(CC2)CC(=O)N2CCN(CC2)C(=O)C=2C=C(C=CC2F)CC2=NNC(C3=CC=CC=C23)=O)C(=CC(=C1)C1=CC=CC=C1)F 4-[[3-[4-[2-[4-[[1-(2-chloro-6-fluoro-4-phenyl-benzoyl)-4-piperidyl]methyl]piperazin-1-yl]acetyl]piperazine-1-carbonyl]-4-fluoro-phenyl]methyl]-2H-phthalazin-1-one